(R)-N'-(((R)-2,8-difluoro-1,2,3,5,6,7-hexahydro-s-indacen-4-yl)carbamoyl)-3,3-dimethyl-N-trityl-2,3-dihydropyrazolo[5,1-b]oxazole-7-sulfonimidamide F[C@H]1CC2=C(C=3CCCC3C(=C2C1)NC(=O)N=[S@@](=O)(NC(C1=CC=CC=C1)(C1=CC=CC=C1)C1=CC=CC=C1)C=1C=NN2C1OCC2(C)C)F